NC1=C2N(C(N(C2=NC(=N1)NC1=C(C=C(C=C1)C(=O)N1CCNCC1)F)C1CC(CC1)(F)F)=O)C1=CC(=C(C=C1)Cl)O 6-amino-7-(4-chloro-3-hydroxyphenyl)-9-(3,3-difluorocyclopentyl)-2-{[2-fluoro-4-(1-piperazinylcarbonyl)phenyl]amino}-7,9-dihydro-8H-purine-8-one